2-methyl-6,7,8,9-tetrahydro-3H-cyclopenta[a]Naphthalene CC=1CC=2C(=C3CCCCC3=CC2)C1